(4S,5R,6S)-6-((R)-1-((tert-butyldimethylsilyl)oxy)ethyl)-3-(hydroxymethyl)-4-methyl-7-oxo-1-azabicyclo[3.2.0]hept-2-ene-2-carboxylic acid [Si](C)(C)(C(C)(C)C)O[C@H](C)[C@@H]1[C@H]2[C@H](C(=C(N2C1=O)C(=O)O)CO)C